C(C)(C)(C)OC(=O)N1C(CCC1)OCCC=C (but-3-enoxy)pyrrolidine-1-carboxylic acid (R)-tert-butyl ester